(4-((4-(dimethylamino)phenyl)azo)phenyl)methanol CN(C1=CC=C(C=C1)N=NC1=CC=C(C=C1)CO)C